C(C)(=O)O[C@@H](CNC(C)C)C=1C=CC=CC1 |r| (RS)-5-[1-acetyloxy-2-(isopropylamino)ethyl]benzene